Tripropargyl-amine C(C#C)N(CC#C)CC#C